C1C=C[C@H]([C@H]2C1=NC3=C(C=CC=C3N2)C(=O)[O-])C(=O)[O-] The molecule is a dicarboxylic acid dianion obtained by deprotonation of the carboxy groups of (1R,10aS)-1,4,10,10a-tetrahydrophenazine-1,6-dicarboxylic acid; major species at pH 7.3. It is a conjugate base of a (1R,10aS)-1,4,10,10a-tetrahydrophenazine-1,6-dicarboxylic acid.